BrC=1C=C(C=C(C1O)Br)C1=C(C=CC=C1)C(C)(C)C1=C(C=CC=C1)C1=CC(=C(C(=C1)Br)O)Br 2,2-bis{(3,5-dibromo-4-hydroxyphenyl)phenyl}propane